N-(4-(4-chloro-3-(1-methylcyclopropyl)phenyl)-but-3-yn-2-yl)piperazine-1-carboxamide ClC1=C(C=C(C=C1)C#CC(C)NC(=O)N1CCNCC1)C1(CC1)C